8-methyl-N-[(2S)-tetrahydrofuran-2-ylmethyl]-2-[(3R)-tetrahydrofuran-3-ylmethyl]-4,5-dihydro-2H-furo[2,3-g]indazole-7-carboxamide CC1=C(OC=2CCC3=CN(N=C3C21)C[C@@H]2COCC2)C(=O)NC[C@H]2OCCC2